FC1=CC=C(C=C1)C1=NN2C(CNCC2)=C1C1=CC(=NC=C1)NC(C)=O N-{4-[2-(4-fluorophenyl)-4h,5h,6h,7h-pyrazolo[1,5-a]pyrazin-3-yl]pyridin-2-yl}acetamide